2-(3-carbamoyl-5-(4,4,5,5-tetramethyl-1,3,2-dioxaborolan-2-yl)-1H-indol-1-yl)acetic acid tert-butyl ester C(C)(C)(C)OC(CN1C=C(C2=CC(=CC=C12)B1OC(C(O1)(C)C)(C)C)C(N)=O)=O